ClCC=1C=C2NC(C=3N(C2=CC1F)N=CC3C)=O 7-(chloromethyl)-8-fluoro-3-methylpyrazolo[1,5-a]quinoxalin-4(5H)-one